ICCCC(CC(CC(CC(CC(CC(CC(CCCC(OCCCCCCCCC)OC(CCCC(CC(CC(CC(CC(CC(CC(CCCI)C)C)C)C)C)C)C)OCCCCCCCCC)C)C)C)C)C)C)C 19-iodo-4,6,8,10,12,14,16-heptamethyl-nonadecyl-nonoxymethyl ether